6-bromo-5-(quinolin-3-yl)-7-((2-(trimethylsilyl)ethoxy)methyl)-7H-pyrrolo[2,3-d]pyrimidin-4-amine BrC1=C(C2=C(N=CN=C2N)N1COCC[Si](C)(C)C)C=1C=NC2=CC=CC=C2C1